1-hydroxycyclohexane-1-ylphenylketone OC1(CCCCC1)C1=C(C=CC=C1)C(=O)C1=C(C=CC=C1)C1(CCCCC1)O